CC1=C(C=C(C=C1)N1CCN(CC1)C(=O)OC(C)(C)C)CC(NC(C1=CC=CC=C1)C1=C(C=C(C=C1)C)N1CCCCC1)=O tert-butyl 4-{4-methyl-3-[({[4-methyl-2-(piperidin-1-yl)phenyl](phenyl)methyl}carbamoyl)-methyl]phenyl}piperazine-1-carboxylate